ClC1=CC=C2C3(C(N(C2=C1F)C=1C=NN(C1)CCC)=O)CC1=CC=C(C=C1C3)C(=O)O 6'-chloro-7'-fluoro-2'-oxo-1'-(1-propyl-1H-pyrazol-4-yl)-1,3-dihydrospiro-[indene-2,3'-indoline]-5-carboxylic acid